6-((4-((tert-butyldimethylsilyl)oxy)butyl)(6-hydroxyhexyl)amino)hexyl (S)-2-hexyldecanoate C(CCCCC)[C@H](C(=O)OCCCCCCN(CCCCCCO)CCCCO[Si](C)(C)C(C)(C)C)CCCCCCCC